3-Methyl-6-(1-methyl-1H-indazol-5-yl)-3,4-dihydropyridine-1(2H)-carboxylic acid tert-butyl ester C(C)(C)(C)OC(=O)N1CC(CC=C1C=1C=C2C=NN(C2=CC1)C)C